ClC=1C=CC(=C(C1)NC1=NC=CC2=C(C(=CC=C12)C)NC(=O)C=1C=C(C=C2C(=NC=NC12)NCC1=C(C=C(C=C1)OC)OC)F)F N-(1-((5-chloro-2-fluorophenyl)amino)-6-methylisoquinolin-5-yl)-4-((2,4-dimethoxybenzyl)amino)-6-fluoroquinazoline-8-carboxamide